C1(CCC1)C(=O)N1[C@H]([C@H](CC1)NC(=O)C1(CCC1)F)CC=1C=C(C=CC1)C1=CC(=CC=C1)F N-{cis-1-(cyclobutanecarbonyl)-2-[(3'-fluoro[1,1'-biphenyl]-3-yl)methyl]pyrrolidin-3-yl}-1-fluorocyclobutane-1-carboxamide